C(C1=CC=CC=C1)OC(=O)N1CC(C1)(O)C1=CC=C(C=C1)Cl 3-(4-chlorophenyl)-3-hydroxy-azetidine-1-carboxylic acid benzyl ester